C1(CC1)NC(CN1CCN(CC1)C(=O)C12CC3(CC(CC(C1)C3)C2)C2=CC=CC=C2)=O N-cyclopropyl-2-{4-[(3-phenyladamantan-1-yl)carbonyl]piperazin-1-yl}acetamide